4-[2-(2-methylprop-2-enoyloxy)ethylcarbamoylamino]benzenesulfonic acid, sodium salt [Na+].CC(C(=O)OCCNC(=O)NC1=CC=C(C=C1)S(=O)(=O)[O-])=C